e-O-methyladenosine-3'-phosphate P(=O)(O)(O)O[C@H]1[C@H]([C@@H](O[C@@H]1CO)N1C=NC=2C(N)=NC=NC12)OC